O1COC2=C1C=CC(=C2)CCC=O 1,3-benzodioxole-5-propionaldehyde